tert-butyl 3-azido-4-(((benzyloxy)carbonyl)amino)pyrrolidine-1-carboxylate N(=[N+]=[N-])C1CN(CC1NC(=O)OCC1=CC=CC=C1)C(=O)OC(C)(C)C